CC1=CC=C(C=C1)C1(CCC(CC1)(C1(CCC(CC1)(C=C)C=C)C1CCCCC1)C1CCCCC1)C1=CC=C(C=C1)C 4-(4-methylphenyl)-4'-vinyl-1,1'-bis(cyclohexyl)(4-(4-methylphenyl)-4'-vinyl-1,1'-bi(cyclohexyl))